Cl.[C@@H]12CNC[C@H]2C1CC(=O)OCC ethyl 2-((1R,5S,6s)-3-azabicyclo[3.1.0]hexan-6-yl)acetate hydrochloride